(E)-3-(4-chloro-2-fluoro-phenyl)-N-[(1S)-1-(hydrazinecarbonyl)-3-methyl-butyl]prop-2-enamide ClC1=CC(=C(C=C1)/C=C/C(=O)N[C@@H](CC(C)C)C(=O)NN)F